N-[3-[5-(2-cyclopropylpyrimidin-5-yl)-1H-pyrrolo[2,3-b]pyridine-3-carbonyl]-2-fluoro-phenyl]-3-fluoro-azetidine-1-sulfonamide C1(CC1)C1=NC=C(C=N1)C=1C=C2C(=NC1)NC=C2C(=O)C=2C(=C(C=CC2)NS(=O)(=O)N2CC(C2)F)F